2-[2-(2,2-difluoroethoxy)phenyl]-N-[6-(2-hydroxypropan-2-yl)pyridin-3-yl]-6-methyl-3-oxo-2,3-dihydropyridazine-4-carboxamide FC(COC1=C(C=CC=C1)N1N=C(C=C(C1=O)C(=O)NC=1C=NC(=CC1)C(C)(C)O)C)F